CC1=NC(=CC(=N1)N1C[C@H](CC1)NC(OC(C)(C)C)=O)NC=1SC(=CN1)C1=CC=NC=C1 tert-butyl N-[(3S)-1-[2-methyl-6-[[5-(4-pyridyl)thiazol-2-yl]amino]pyrimidin-4-yl]pyrrolidin-3-yl]carbamate